N[C@@H](CNC(=O)C1=CC=2C=3C=C4C(=C(C3N(C2C=C1)C)C)C=CN=C4)C (R)-N-(2-aminopropyl)-5,6-dimethyl-6H-pyrido[4,3-b]carbazole-9-carboxamide